ethoxy-2-methyl-N-(6-((3s,5r)-3,4,5-trimethylpiperazin-1-yl)pyridazin-3-yl)imidazo[1,2-a]pyridine-6-carboxamide C(C)OC1=C(N=C2N1C=C(C=C2)C(=O)NC=2N=NC(=CC2)N2C[C@@H](N([C@@H](C2)C)C)C)C